ClC(C1=NC(=NO1)C1=CC=C(C=C1)P(OCC)(=O)NC1=C(C=CC=C1Cl)Cl)(F)F ethyl P-(4-(5-(chlorodifluoromethyl)-1,2,4-oxadiazol-3-yl)phenyl)-N-(2,6-dichlorophenyl)phosphonamidate